C(C)(C)C1=CC=C(C[C@H](N)C(=O)O)C=C1 4-isopropylphenylalanine